FC1=CC=C(NC)C=C1 4-fluoro-N-methylaniline